tert-Butyl 2-methyl-2-(4-(4-(4,4,5,5-tetramethyl-1,3,2-dioxaborolan-2-yl)phenyl)piperazin-1-yl)propanoate CC(C(=O)OC(C)(C)C)(C)N1CCN(CC1)C1=CC=C(C=C1)B1OC(C(O1)(C)C)(C)C